1-(difluoromethyl)-4-methyl-3-(4,4,5,5-tetramethyl-1,3,2-dioxaborolan-2-yl)pyrazole FC(N1N=C(C(=C1)C)B1OC(C(O1)(C)C)(C)C)F